C(C)(C)(C)OC(=O)N1CCN(CC1)C1=CC=C(C=C1)NC1CCC(CC1)NC1=NC2=CC=CC=C2C=N1 4-(4-(((1r,4r)-4-(quinazolin-2-ylamino)cyclohexyl)amino)phenyl)piperazine-1-carboxylic acid tert-butyl ester